6-chloro-4-[3-(difluoromethyl)-1-bicyclo[1.1.1]pentanyl]pyridazin-3-amine ClC1=CC(=C(N=N1)N)C12CC(C1)(C2)C(F)F